OC1=C(C2=CC=CC=C2C=C1)Br Hydroxy-1-Bromonaphthalene